6-chloro-5-[(4,4-dimethyl-3-oxo-isoxazolidin-2-yl)methyl]-3H-1,3-benzoxazol-2-one ClC1=CC2=C(NC(O2)=O)C=C1CN1OCC(C1=O)(C)C